NC([C@H](CCC(=O)OC(C)(C)C)N1C(C2=CC=C(C=C2C1)C1=NC(=C(C(=C1)C(C)C)C#N)N)=O)=O Tert-butyl (S)-5-amino-4-(5-(6-amino-5-cyano-4-isopropylpyridin-2-yl)-1-oxoisoindolin-2-yl)-5-oxopentanoate